CC1=C(C=2N(N=C1N1CC=3C=C(C=NC3CC1)N1CCCC1)C(=NN2)C(F)(F)F)C 6-(7,8-dimethyl-3-(trifluoromethyl)-[1,2,4]triazolo[4,3-b]pyridazin-6-yl)-3-(pyrrolidin-1-yl)-5,6,7,8-tetrahydro-1,6-naphthyridine